Methyl 4-[5-(3,4-difluorophenyl)-6-(2-methoxy-1,1-dimethyl-ethyl)-1H-pyrrolo[2,3-f]indazol-7-yl]-3,5-dimethoxy-benzoate FC=1C=C(C=CC1F)N1C(=C(C2=C1C=C1C=NNC1=C2)C2=C(C=C(C(=O)OC)C=C2OC)OC)C(COC)(C)C